BrC1=CC=C(C=C1)\C=C\C=C (E)-1-bromo-4-(buta-1,3-dien-1-yl)benzene